C(C)OC([C@H](C(C)C)NC(=O)C1=NNC(=C1)C1=CC(=CC=C1)C=1OC(=CN1)C(NC(CC)CC)=O)=O.BrC1=CC=C(S1)\C=C\1/C(N(C2=CC=CC=C12)CC(CCCC)CC)=O (Z)-3-((5-bromothiophen-2-yl)methylene)-1-(2-ethylhexyl)indol-2-one (S)-Ethyl-3-Methyl-2-(5-(3-(5-(Pentan-3-Ylcarbamoyl)Oxazol-2-Yl)Phenyl)-1H-Pyrazole-3-Carboxamido)Butanoate